C(=O)(OC(C)(C)C)C(CCCN)N BOC-1,4-butanediamine